(S)-2'-((4-cyclopropyl-5-(4-(2-oxopyrrolidin-1-yl)phenyl)pyrimidin-2-yl)amino)-6a',7'-dihydro-6'H,9'H-spiro[cyclopropane-1,8'-pyrido[2,3-b]pyrrolo[1,2-d][1,4]oxazin]-9'-one C1(CC1)C1=NC(=NC=C1C1=CC=C(C=C1)N1C(CCC1)=O)NC1=CC2=C(OC[C@H]3N2C(C2(C3)CC2)=O)N=C1